C(CC)C1(C(=C(CCC1)C1=C(C=CC=C1)NC(C)=O)C1=CC=CC=C1)C N-(2-(3-propyl-3-methyl-2-phenylcyclohex-1-en-1-yl)phenyl)acetamide